5-(3-CHLORO-2,6-DIFLUOROPHENYL)PYRIDINE-1-OXIDE ClC=1C(=C(C(=CC1)F)C=1C=CC=[N+](C1)[O-])F